(2S,4R)-1-[(2S)-2-(4-cyclopropyltriazol-1-yl)-3,3-dimethyl-butanoyl]-4-hydroxy-N-[[3-[methyl(methylsulfonyl)amino]phenyl]methyl]pyrrolidine-2-carboxamide C1(CC1)C=1N=NN(C1)[C@H](C(=O)N1[C@@H](C[C@H](C1)O)C(=O)NCC1=CC(=CC=C1)N(S(=O)(=O)C)C)C(C)(C)C